C(C)(C)(C)OC(N(C)C=1C=NC(=C(C1)CC(=O)N(C)C)OC)=O (5-(2-(dimethylamino)-2-oxoethyl)-6-methoxypyridin-3-yl)(methyl)carbamic acid tert-butyl ester